1-[2-chloro-4-[[5-(2,3-difluoro-4-methoxy-phenyl)-1-methyl-imidazole-2-carbonyl]amino]benzoyl]azetidine-3-carboxylic acid ClC1=C(C(=O)N2CC(C2)C(=O)O)C=CC(=C1)NC(=O)C=1N(C(=CN1)C1=C(C(=C(C=C1)OC)F)F)C